FC1(CN(CC[C@H]1NC1=NN2C(C(=N1)OC)=C(C(=C2)F)C=2C=CC1=C(N(N=N1)[C@H](C(F)F)C)C2)C([2H])([2H])[2H])F N-((R)-3,3-difluoro-1-(methyl-d3)piperidin-4-yl)-5-(1-((S)-1,1-difluoropropan-2-yl)-1H-benzo[d][1,2,3]triazol-6-yl)-6-fluoro-4-methoxypyrrolo[2,1-f][1,2,4]triazin-2-amine